3'-deoxythymidine triphosphate P(O)(=O)(OP(=O)(O)OP(=O)(O)O)OC[C@@H]1CC[C@@H](O1)N1C(=O)NC(=O)C(C)=C1